N1=C(C=CC(=C1)CNC1=C2N=CN(C2=NC(=N1)C1=CN=CS1)C(C)C)C=1C=NC=CC1 N-([2,3'-bipyridin]-5-ylmethyl)-9-isopropyl-2-(thiazol-5-yl)-9H-purin-6-amine